4-[6-(4-aminopiperidin-1-yl)-3-(1-propan-2-ylbenzimidazol-5-yl)pyrazin-2-yl]-2-fluorobenzonitrile NC1CCN(CC1)C1=CN=C(C(=N1)C1=CC(=C(C#N)C=C1)F)C1=CC2=C(N(C=N2)C(C)C)C=C1